OC1=C(C=C(C=C1C(C)(C)C)C)N1N=C2C(N1)=CC=CC2=O 2-(2-hydroxy-3-tert-butyl-5-methylphenyl)-2H-benzotriazol-4-one